BrC=1C=C2N(N1)[C@H](C[C@H]2F)C2=CC=CC=C2 cis-2-bromo-4-fluoro-6-phenyl-5,6-dihydro-4H-pyrrolo[1,2-b]pyrazole